1,3-dipropoxy-1,3-disilacyclobutane C(CC)O[SiH]1C[SiH](C1)OCCC